N1N=C(N=C1)C(=O)N 1,2,4-triazoleformamide